tert-butyl 2-((1-(2-(4,4-dimethyl-1,4-azasilinan-1-yl)-7-methyl-4-oxo-4H-pyrido[1,2-a]pyrimidin-9-yl)ethyl)amino)benzoate C[Si]1(CCN(CC1)C=1N=C2N(C(C1)=O)C=C(C=C2C(C)NC2=C(C(=O)OC(C)(C)C)C=CC=C2)C)C